(S)-2-(3-cyclopropyl-1-methyl-7-oxo-1,7-dihydro-6H-pyrazolo[3,4-d]pyridazin-6-yl)-N-(1-(3-fluorophenyl)ethyl)acetamide C1(CC1)C1=NN(C=2C(N(N=CC21)CC(=O)N[C@@H](C)C2=CC(=CC=C2)F)=O)C